bis(2,3-dicarboxyphenoxy)methane C(=O)(O)C1=C(OCOC2=C(C(=CC=C2)C(=O)O)C(=O)O)C=CC=C1C(=O)O